2-Methyl-6-(3-(2-((1-methylcyclopentyl)methyl)oxazol-5-yl)-6,7-dihydro-5H-cyclopenta[b]pyridin-2-yl)isoindolin-1-on CN1C(C2=CC(=CC=C2C1)C1=C(C=C2C(=N1)CCC2)C2=CN=C(O2)CC2(CCCC2)C)=O